BrC=1N=C(N2C1C(=NC=C2)Cl)C21CCC(CC2)(C1)C(=O)OC methyl 4-(1-bromo-8-chloroimidazo[1,5-a]pyrazin-3-yl)bicyclo[2.2.1]heptane-1-carboxylate